5-((1,4-dioxaspiro[4.5]decan-8-yl)amino)benzo[d]thiazole-2-carbonitrile O1CCOC12CCC(CC2)NC=2C=CC1=C(N=C(S1)C#N)C2